para-diisothiocyanobenzene N(=C=S)C1=CC=C(C=C1)N=C=S